Propionic acid 2-{(2-cyanoethyl)-[4-(2-hydroxy-3,4-dioxocyclobut-1-enyl)-phenyl]-amino}-ethyl ester C(#N)CCN(CCOC(CC)=O)C1=CC=C(C=C1)C1=C(C(C1=O)=O)O